(Z)-2-methyl-11-(octadec-9-en-1-yl)-7-oxo-8-oxa-2,6,11-triazanonadecan-19-yl 2-hexyldecanoate C(CCCCC)C(C(=O)OCCCCCCCCN(CCOC(NCCCN(C)C)=O)CCCCCCCC\C=C/CCCCCCCC)CCCCCCCC